tert-butyl 3-(5-(4,4,5,5-tetramethyl-1,3,2-dioxaborolan-2-yl)pyridin-2-yl)pyrrolidine-1-carboxylate CC1(OB(OC1(C)C)C=1C=CC(=NC1)C1CN(CC1)C(=O)OC(C)(C)C)C